CN1C(CCCC1)CCO N-methylpiperidine-2-ethanol